C(C)C=1N(C2=C(C(=CC=C2C1/C(=C\N)/C#N)Cl)Cl)C Ethyl-3-[(E)-2-Amino-1-Cyanoethenyl]-6,7-Dichloro-1-Methyl-1h-Indole